COC(=O)C1(C=C(C(C1)C[Se]C1=CC=CC=C1)C1=CC=CC=C1)C(=O)OC 3-phenyl-4-((phenylseleno)methyl)cyclopent-2-ene-1,1-dicarboxylic acid dimethyl ester